FC1=C(C(=CC(=C1)NC1CN(C1)CCCF)F)[C@H]1N([C@@H](CC2=C1NC1=CC3=C(C=C21)CC3)C)CC(CO)(F)F 3-((1R,3R)-1-(2,6-difluoro-4-((1-(3-fluoropropyl)azetidin-3-yl)amino)phenyl)-3-methyl-1,3,4,6,7,9-hexahydro-2H-cyclobuta[f]pyrido[3,4-b]indol-2-yl)-2,2-difluoropropan-1-ol